4-((2-methoxyethyl)(4-(5,6,7,8-tetrahydro-1,8-naphthyridin-2-yl)butyl)amino)-2-((7-(trifluoromethyl)quinazolin-4-yl)amino)butanoic acid COCCN(CCC(C(=O)O)NC1=NC=NC2=CC(=CC=C12)C(F)(F)F)CCCCC1=NC=2NCCCC2C=C1